C(C1=CC=CC=C1)N1C(C(C(=C1C=1SC=CC1)C)(CC(C(C(C(F)(F)F)(F)F)(F)F)(F)F)C)=O 1-benzyl-3,4-dimethyl-3-(2,2,3,3,4,4,5,5,5-nonafluoropentyl)-5-(thiophen-2-yl)-1,3-dihydro-2H-pyrrol-2-one